6-bromo-8-(1-bromoethyl)-2-morpholino-chromen-4-one BrC=1C=C2C(C=C(OC2=C(C1)C(C)Br)N1CCOCC1)=O